(E)-2-(3-Cyano-4-isobutoxyphenyl)-N'-(4-hydroxy-3-methoxybenzylidene)-4-methylthiazole-5-carbohydrazide C(#N)C=1C=C(C=CC1OCC(C)C)C=1SC(=C(N1)C)C(=O)N/N=C/C1=CC(=C(C=C1)O)OC